BrC1=CC(=C(C=C1F)CC(=O)NC1=C(C(=C(C(=O)OC(C)(C)C)C=C1)F)NCCOC)F tert-butyl 4-[[2-(4-bromo-2,5-difluoro-phenyl) acetyl] amino]-2-fluoro-3-(2-methoxyethylamino)benzoate